1-butyl-3-methylimidazole threonine salt N[C@@H]([C@H](O)C)C(=O)O.C(CCC)N1CN(C=C1)C